3-bromo-5-[(2-methoxyethoxy)methyl]pyridine BrC=1C=NC=C(C1)COCCOC